O=S1(CCN(CC1)CC(=O)N(C)C1=CC=C(C=C1)N\C(=C\1/C(NC2=C1C=NC(=C2)C(=O)OC)=O)\C2=CC=CC=C2)=O (Z)-methyl 3-(((4-(2-(1,1-dioxothiomorpholino)-N-methylacetamido) phenyl) amino) (phenyl) methylene)-2-oxo-2,3-dihydro-1H-pyrrolo[3,2-c]pyridine-6-carboxylate